ClC1=CC(=CC(=N1)N=C1S(CCCCCC1)(=O)(C)C)C1=NC=CC=C1C ((6'-chloro-3-methyl-[2,4'-bipyridyl]-2'-yl)imino)dimethyl-λ6-thiocanone